(1S,2s)-N1,N2-bis(phenylmethyl)-1,2-cyclohexanediamine C1(=CC=CC=C1)CN[C@@H]1[C@H](CCCC1)NCC1=CC=CC=C1